C1(CC1)COC(=O)C=1C(=C2C(=NC1)NC=C2)N(C2CCC(CC2)CS(NC)(=O)=O)C.C2(=CC=CC1=CC=CC=C21)C2(CC2)C2=C(C(=O)N)C=CC=C2 (1-(naphthalen-1-yl)cyclopropyl)benzamide cyclopropylmethyl-4-(methyl((1R,4R)-4-((N-methylsulfamoyl)methyl)cyclohexyl)amino)-1H-pyrrolo[2,3-b]pyridine-5-carboxylate